N-(2-((6,7-dimethoxyquinolin-4-yl)oxy)pyrimidin-5-yl)-5-p-fluorophenyl-1-isopropyl-4-oxo-1,4-dihydropyridazine-3-carboxamide COC=1C=C2C(=CC=NC2=CC1OC)OC1=NC=C(C=N1)NC(=O)C1=NN(C=C(C1=O)C1=CC=C(C=C1)F)C(C)C